C(C(C(CC(=O)OC)C(=O)OC)C(=O)OC)C(=O)OC tetramethyl 1,2,3,4-butanetetracarboxylate